ON1[C@@H]2CC[C@H](N(C1=O)C2)C(=O)NOCCN(C(OC(C)(C)C)=O)CCC tert-Butyl {2-[({[(2S,5R)-6-hydroxy-7-oxo-1,6-diazabicyclo[3.2.1]oct-2-yl]carbonyl}amino)oxy]ethyl}propylcarbamate